N-((1s,3s)-3-(6-((1-(2-(1-(2-(2,4-dioxocyclohexyl)-1,3-dioxoisoindolin-4-yl)piperidin-4-yl)ethyl)piperidin-4-yl)amino)-9H-purin-9-yl)cyclobutyl)-6-methylpicolinamide O=C1[C@H](CCC(C1)=O)N1C(C2=CC=CC(=C2C1=O)N1CCC(CC1)CCN1CCC(CC1)NC1=C2N=CN(C2=NC=N1)C1CC(C1)NC(C1=NC(=CC=C1)C)=O)=O